CNC(C1=C(C=CC=C1)CCC)=O N-methyl-2-propylbenzamide